BrC1=C(C=C(C=C1NC1=CC=CC=C1)Cl)NC1=CC=CC=C1 2-bromo-5-chloro-N1,N3-diphenylbenzene-1,3-diamine